4-(2-(butylamino)ethoxy)benzamide C(CCC)NCCOC1=CC=C(C(=O)N)C=C1